tert-butyl (2-(2-(2-(2,3-difluoro-6-(2-morpholinothiazol-4-yl)phenoxy)ethoxy)ethoxy)ethyl)carbamate FC1=C(OCCOCCOCCNC(OC(C)(C)C)=O)C(=CC=C1F)C=1N=C(SC1)N1CCOCC1